C(\C=C\C(=O)[O-])(=O)OCCCCCCCC mono-octyl fumarate